(2S,3R,4R,5S)-2-(hydroxymethyl)-1-(((R)-1-(4-(trifluoromethyl)thiazol-2-yl)piperidin-3-yl)methyl)piperidine-3,4,5-triol OC[C@@H]1N(C[C@@H]([C@H]([C@@H]1O)O)O)C[C@@H]1CN(CCC1)C=1SC=C(N1)C(F)(F)F